C1(=CC=C(C=C1)COC1=CC=C(S1)C(=O)O)C1=CC=CC=C1 5-([1,1'-biphenyl]-4-ylmethoxy)thiophene-2-carboxylic acid